ClC=1C(=NC(=C(C1)Cl)C1=CC2=C(OC(O2)(F)F)C=C1Cl)C(=O)O 3,5-Dichloro-6-(6-chloro-2,2-difluorobenzo[d][1,3]dioxol-5-yl)picolinic acid